N=1N(N=CC1)C1=C(C=C(C=N1)NC(=O)[C@H]1C[C@](C2=C1C=NC=1N2N=C(C1)F)(C1=NN(C=C1)C)C)C(F)(F)F (6S,8R)-N-(6-(2H-1,2,3-triazol-2-yl)-5-(trifluoromethyl)pyridin-3-yl)-2-fluoro-8-methyl-8-(1-methyl-1H-pyrazol-3-yl)-7,8-dihydro-6H-cyclopenta[e]pyrazolo[1,5-a]pyrimidine-6-carboxamide